CC1=NC2=C(N1N1C(C=C(C=C1C1=CC=CC=C1)C1=CC=CC=C1)C1=CC=CC=C1)C=CC=C2 1-(2-methyl-1H-benzimidazol-1-yl)-2,4,6-triphenylpyridine